1-(3-fluoro-4-methoxyphenyl)ethan-1-ol FC=1C=C(C=CC1OC)C(C)O